7-amino-4-methyl-coumarin tert-butyl((1-(4-methoxybenzyl)-2-oxo-3-(2-(2-((4-(trifluoromethyl)phenyl)amino)benzoyl)hydrazine-1-carbonyl)pyrrolidin-3-yl)methyl)carbamate C(C)(C)(C)N(C(O)=O)CC1(C(N(CC1)CC1=CC=C(C=C1)OC)=O)C(=O)NNC(C1=C(C=CC=C1)NC1=CC=C(C=C1)C(F)(F)F)=O.NC1=CC=C2C(=CC(OC2=C1)=O)C